sodium [3-[4-[2-(tert-butoxycarbonylamino)ethyl]pyrazol-1-yl]-7-oxo-1,6-diazabicyclo[3.2.1]oct-3-en-6-yl] sulfate S(=O)(=O)(ON1C2C=C(CN(C1=O)C2)N2N=CC(=C2)CCNC(=O)OC(C)(C)C)[O-].[Na+]